N-hydroxy-2-{4-[(2-{3-[(4-methanesulfonylphenyl)amino]prop-1-yn-1-yl}-1-(2,2,2-trifluoroethyl)-1H-indol-4-yl)amino]piperidin-1-yl}acetamide ONC(CN1CCC(CC1)NC1=C2C=C(N(C2=CC=C1)CC(F)(F)F)C#CCNC1=CC=C(C=C1)S(=O)(=O)C)=O